OCCN1C=C(C2=C1C=NN(C2=O)CC2=CC=C(C=C2)OC)C(F)(F)F 1-(2-hydroxyethyl)-5-(4-methoxybenzyl)-3-(trifluoromethyl)-1,5-dihydro-4H-pyrrolo[2,3-d]pyridazin-4-one